methylethanal CCC=O